COC(COC=1C(NC(N([C@H]2[C@H](O)[C@H](O)[C@@H](CO)O2)C1)=O)=O)=O Uridine-5-Oxyacetic Acid Methyl Ester